FC(C1=NN(C2=CC(=CC=C12)C(=O)O)C)F 3-(difluoromethyl)-1-methylindazole-6-carboxylic acid